3-[2-(2-ethylphenylamino)-1-hydroxyethyl]-1H-1,2,4-triazole-5(4H)-thione C(C)C1=C(C=CC=C1)NCC(O)C1=NNC(N1)=S